NC1=NC=NC(=C1)NC(C)C1=CC=CC=C1 4-amino-6-((1-phenylethyl)amino)pyrimidin